COC(=O)C1=NNC2=CC(=CC=C12)NC1=NC=C(C(=N1)C1=CNC2=C(C=CC=C12)NC([C@@H](COC)N1CCN(CC1)C)=O)F.N1C(=NC=C1)SC1CCC(CC1)=O 4-(imidazolylthio)cyclohexanone methyl-(R)-6-((5-fluoro-4-(7-(3-methoxy-2-(4-methylpiperazin-1-yl)propanamido)-1H-indol-3-yl)pyrimidin-2-yl)amino)-1H-indazole-3-carboxylate